C(C)(C)(C)OC(=O)N1CCC(CC1)C1=NC(=CC=C1)OCC1=C(C=C(C=C1)C(=O)OC)C 4-(6-((4-(methoxycarbonyl)-2-methylbenzyl)oxy)pyridin-2-yl)piperidine-1-carboxylic acid tert-butyl ester